N-(4-((2-(1,1-difluoroethyl)-6-methylpyrimidin-4-yl)amino)-5-((4-methoxypyrimidin-2-yl)methoxy)pyridin-2-yl)acetamide FC(C)(F)C1=NC(=CC(=N1)NC1=CC(=NC=C1OCC1=NC=CC(=N1)OC)NC(C)=O)C